2-phenyl-6-(piperazin-1-yl)-3,5-dicyanopyridine hydrochloride Cl.C1(=CC=CC=C1)C1=NC(=C(C=C1C#N)C#N)N1CCNCC1